ClC=1C=C(CNC(=O)NC=2C=NN(C2)C2=NC(=NC=C2)NC2=C(C=CC=C2)Cl)C=CC1 1-(3-chlorobenzyl)-3-(1-(2-((2-chloro-phenyl)amino)pyrimidin-4-yl)-1H-pyrazol-4-yl)urea